methyl-1H-pyrazole-3-sulfonamide CN1N=C(C=C1)S(=O)(=O)N